CO[Si](CCCCCC[Si](OC)(OC)OC)(OC)OC 1,6-bistrimethoxysilyl-hexane